naphtho[2,3-b]Thiophene S1C2=C(C=C1)C=C1C=CC=CC1=C2